FC(OC1=CC(=NC=C1)N)(F)F 4-(Trifluoromethoxy)pyridin-2-amine